BrC1=CC=C(S1)CN(CC(=O)NCC1=CC=C(C=C1)F)C 2-(((5-Bromothiophen-2-yl)methyl)(methyl)amino)-N-(4-fluorobenzyl)acetamide